icosenoyl-CoA CCCCCCCC/C=C\CCCCCCCCCC(=O)SCCNC(=O)CCNC(=O)[C@@H](C(C)(C)COP(=O)(O)OP(=O)(O)OC[C@@H]1[C@H]([C@H]([C@@H](O1)N2C=NC3=C(N=CN=C32)N)O)OP(=O)(O)O)O